N1C=NC=C1\C=C\1/C(NC2=CC=C(C=C12)NS(=O)(=O)C1=CC=C(C=C1)C)=O N-[(3Z)-3-(1H-imidazol-5-ylmethylidene)-2-oxo-2,3-dihydro-1H-indol-5-yl]-4-methyl-benzenesulfonamide